BrC=1C=C2C(=NC(N(C2=CC1C1CC1)C=1C(=NC=CC1)C(F)(F)F)=O)NC 6-Bromo-7-cyclopropyl-4-(methylamino)-1-(2-(trifluoromethyl)pyridin-3-yl)quinazolin-2(1H)-one